NCC(=O)N[C@H](C(=O)N[C@H](C(=O)OC(C)(C)C)CCC(C=[N+]=[N-])=O)CC1=CN(C2=CC=CC=C12)C tert-Butyl (S)-2-((S)-2-(2-aminoacetamido)-3-(1-methyl-1H-indol-3-yl)propanamido)-6-diazo-5-oxohexanoate